7-(dibromomethyl)-2-methylquinoline BrC(C1=CC=C2C=CC(=NC2=C1)C)Br